C(C)[C@@H]1C(N(C(N1)=O)C1=NC=C(N=C1)OC1=CC=C(C2=C1C1(CC1)CO2)C)=O (5R)-5-ethyl-3-[5-(7-methyl-spiro[2H-benzofuran-3,1'-cyclopropan]-4-yl)oxypyrazin-2-yl]imidazolidine-2,4-dione